6-(4-isopropyl-3-(4-(1-(oxetan-3-yl)azetidin-3-yl)phenyl)-1H-pyrazol-5-yl)-8-methoxy-[1,2,4]triazolo[1,5-a]pyridine C(C)(C)C=1C(=NNC1C=1C=C(C=2N(C1)N=CN2)OC)C2=CC=C(C=C2)C2CN(C2)C2COC2